ClC1=CC(=CC2=C1C=NC1=C(O2)C=C(C=C1)C)C chloro-3,7-dimethyldibenzo[b,f][1,4]oxazepine